C1(CC1)C([C@@H](C(=O)NC1=CC=C(C=C1)C=1C(=NNC1CC)CC)NC(=O)C=1N(N=CC1)CCC)C1CC1 N-[(1S)-1-(dicyclopropylmethyl)-2-[4-(3,5-diethyl-1H-pyrazol-4-yl)anilino]-2-oxo-ethyl]-2-propyl-pyrazole-3-carboxamide